C(C)[C@]1(COC2=C1C=C(C=C2C(=O)NC)C(=O)N[C@@H]2[C@H](C2)C)C2=CC=CC=C2 |o1:2| (S*)-3-Ethyl-N7-methyl-N5-((1S,2S)-2-methylcyclopropyl)-3-phenyl-2,3-dihydrobenzofuran-5,7-dicarboxamide